C(C(C(C(C(C([2H])([2H])[2H])([2H])[2H])([2H])[2H])([2H])[2H])([2H])[2H])([2H])([2H])OC1=NSN=C1C=1CN(CCC1)C([2H])([2H])[2H] 3-((hexyl-1,1,2,2,3,3,4,4,5,5,6,6,6-d13)oxy)-4-(1-(methyl-d3)-1,2,5,6-tetrahydropyridin-3-yl)-1,2,5-thiadiazole